ClC1=C(OC2C[C@@H]3[C@@H](CN(C3)CC(=O)C3=NC=C(C=C3)O)C2)C=CC=C1 2-((3aR,5s,6aS)-5-(2-chlorophenoxy)hexa-hydrocyclopenta[c]pyrrol-2(1H)-yl)-1-(5-hydroxypyridin-2-yl)ethanone